COP(=O)(OC)OC Trimethylphosphat